C(#N)C=1C=NC2=CC(=C(C=C2C1NC1=C(C=C(C(=C1)C)C)[N+](=O)[O-])NC(=O)NC1CCSCC1)OCC 1-(3-cyano-4-((4,5-dimethyl-2-nitrophenyl)amino)-7-ethoxyquinolin-6-yl)-3-(tetrahydro-2H-thiopyran-4-yl)urea